Rac-(3aR,6aR)-2-((1-methyl-2-oxabicyclo[2.1.1]hexan-4-yl)methyl)-5-((2-methyl-6-(trifluoromethyl)pyridin-3-yl)sulfonyl)octahydropyrrolo[3,4-c]pyrrole CC12OCC(C1)(C2)CN2C[C@@H]1CN(C[C@H]1C2)S(=O)(=O)C=2C(=NC(=CC2)C(F)(F)F)C |r|